NC1(CCN(CC1)C=1C2=C(N=CN1)NC=C2)C(=O)NC(C#N)C2=CC=C(C=C2)Cl 4-amino-N-[(4-chlorophenyl)(cyano)methyl]-1-(7H-pyrrolo[2,3-d]pyrimidin-4-yl)piperidine-4-carboxamide